C(OC(Cl)CCCOP(=O)(OCC1=CC=CC=C1)OCC1=CC=CC=C1)([O-])=O 3-((bis(benzyloxy)phosphoryl)oxy)propyl(chloromethyl) carbonate